BrS1C(N(C2=C1C=CC=C2Br)[N+](=O)[O-])[N+](=O)[O-] 1,4-dibromo-2,3-dinitrobenzothiazole